1-(3-chlorophenyl-ethyl)-4-methoxy-3-((4-(methylsulfonyl)phenoxy)methyl)piperidine ClC=1C=C(C=CC1)CCN1CC(C(CC1)OC)COC1=CC=C(C=C1)S(=O)(=O)C